1-(3,5-difluorobenzyl)-8-(1-(2,2-difluoroethyl)-1H-pyrazolo[3,4-b]pyrazin-6-yl)-3-(5-(trifluoromethyl)pyrazin-2-yl)-1,3,8-triazaspiro[4.5]decane-2,4-dione FC=1C=C(CN2C(N(C(C23CCN(CC3)C3=CN=C2C(=N3)N(N=C2)CC(F)F)=O)C2=NC=C(N=C2)C(F)(F)F)=O)C=C(C1)F